2-{6-azaspiro[2.5]octan-6-yl}-N-[8-(4,4-difluoropiperidin-1-yl)-3-methoxypyrido[3,4-c]pyridazin-6-yl]-4-iodobenzamide C1CC12CCN(CC2)C2=C(C(=O)NC1=CC3=C(N=NC(=C3)OC)C(=N1)N1CCC(CC1)(F)F)C=CC(=C2)I